isopropyl-bis(p-isopropylphenyl-oxy)aluminum C(C)(C)[Al](OC1=CC=C(C=C1)C(C)C)OC1=CC=C(C=C1)C(C)C